4-[5-(2,4-difluorophenoxy)-2-methylsulfonylpyrimidin-4-yl]-2-methylisoquinolin-1-one FC1=C(OC=2C(=NC(=NC2)S(=O)(=O)C)C2=CN(C(C3=CC=CC=C23)=O)C)C=CC(=C1)F